(S)-2-((tert-butoxycarbonyl)amino)-3-(p-tolyl)propanoic acid C(C)(C)(C)OC(=O)N[C@H](C(=O)O)CC1=CC=C(C=C1)C